CC(/C=C/C(C(=O)O)NC(=O)C=1NC=C(C1)C1=NC=CC=C1)(C)C (E)-5,5-dimethyl-2-[4-(2-pyridinyl)-2-pyrrolylcarbonylamino]-3-hexenoic acid